FC=1C=C(C=CC1OC1=CC=C(C=C1)F)S(=O)(=O)N1[C@H]([C@@H]2CC[C@H](C1)N2C(=O)OCCOC)C(NO)=O 2-methoxyethyl (1S,2R,5R)-3-((3-fluoro-4-(4-fluorophenoxy)phenyl)sulfonyl)-2-(hydroxycarbamoyl)-3,8-diazabicyclo[3.2.1]octane-8-carboxylate